tert-Butyl 2-methoxy-7-azaspiro[3.5]nonane-7-carboxylate COC1CC2(C1)CCN(CC2)C(=O)OC(C)(C)C